C1(=CC=CC=C1)S(=O)(=O)N1C=C(C=2C1=NC(=CC2)C2=NOC(=N2)C)C2=NC(=NC=C2C(F)(F)F)N[C@@H]2CN(CCC2)C(=O)OC(C)(C)C Tert-butyl (3S)-3-[[4-[1-(benzenesulfonyl)-6-(5-methyl-1,2,4-oxadiazol-3-yl) pyrrolo[2,3-b]pyridin-3-yl]-5-(trifluoromethyl)pyrimidin-2-yl]amino]piperidine-1-carboxylate